3-(4-(3-(3-Fluoro-1H-pyrazol-4-yl)pyrrolidin-1-yl)pyrimidin-2-yl)-6-(trifluoromethyl)imidazo[1,2-a]pyrazine FC1=NNC=C1C1CN(CC1)C1=NC(=NC=C1)C1=CN=C2N1C=C(N=C2)C(F)(F)F